(6-(((tert-butyldiphenyl-silyl)oxy)methyl)pyridin-2-yl)methanol C(C)(C)(C)[Si](OCC1=CC=CC(=N1)CO)(C1=CC=CC=C1)C1=CC=CC=C1